allylamine chloric acid salt Cl(=O)(=O)O.C(C=C)N